fluoro-N-(6-(fluoro(1-methylpiperidin-4-ylidene)methyl)pyridin-2-yl)benzamide FC1=C(C(=O)NC2=NC(=CC=C2)C(=C2CCN(CC2)C)F)C=CC=C1